ClC1=C(C=C(C=N1)C=1C=C2C(=NC=NC2=CC1)N1CCN(CC1)C(=O)OC(C)(C)C)NS(=O)(=O)C1=C(C=C(C=C1)F)F tert-butyl 4-(6-(6-chloro-5-((2,4-difluorophenyl)sulfonamido)pyridin-3-yl)quinazolin-4-yl)piperazine-1-carboxylate